CC1(C2=CC=CC(=C2OC=2C(=CC=CC12)P(C1=CC=CC=C1)C1=CC=CC=C1)P(C1=CC=CC=C1)C1=CC=CC=C1)C 9,9-dimethyl-4,5-bis(diphenyl-phosphino)xanthene